FC=1C=C(C=C(C1)F)C1N(C(CC1)=O)CC(=O)N 2-(2-(3,5-difluorophenyl)-5-oxopyrrolidin-1-yl)acetamide